N-(2-(1-(4-(6-(Difluoromethyl)imidazo[1,2-b]pyridazin-3-yl)pyridin-2-yl)piperidin-3-yl)propan-2-yl)methanesulfonamide FC(C=1C=CC=2N(N1)C(=CN2)C2=CC(=NC=C2)N2CC(CCC2)C(C)(C)NS(=O)(=O)C)F